ClC1=C2C3=C(N=CN=C3C=C1C1=C(C(=CC=C1)OC)O)N1[C@H](CO2)CN(CC1)C(C=C)=O 1-[(8aS)-6-Chloro-5-(2-hydroxy-3-methoxyphenyl)-8a,9,11,12-tetrahydropyrazino[2',1':3,4][1,4]oxazepino[5,6,7-de]quinazolin-10(8H)-yl]prop-2-en-1-one